C1(CC1)S(=O)(=O)N1CC2(C1)CCN(CC2)C2=CC(NC1=CC=CC=C21)=O 4-(2-(cyclopropylsulfonyl)-2,7-diazaspiro[3.5]nonan-7-yl)quinolin-2(1H)-one